4,4''-bis(3-methyl-9H-carbazol-9-yl)-5',6'-bis(4-(3-methyl-9H-carbazol-9-yl)phenyl)-4'-(6-phenylpyridin-2-yl)-[1,1':2',1''-terphenyl]-3'-carbonitrile CC=1C=CC=2N(C3=CC=CC=C3C2C1)C1=CC=C(C=C1)C1=C(C(=C(C(=C1C1=CC=C(C=C1)N1C2=CC=CC=C2C=2C=C(C=CC12)C)C1=CC=C(C=C1)N1C2=CC=CC=C2C=2C=C(C=CC12)C)C1=NC(=CC=C1)C1=CC=CC=C1)C#N)C1=CC=C(C=C1)N1C2=CC=CC=C2C=2C=C(C=CC12)C